[1-[(7-fluoro-4-isobutyl-3H-imidazo[4,5-c]pyridin-2-yl)methyl]-2-oxo-6-(trifluoromethyl)-3-pyridyl]benzamide FC=1C2=C(C(=NC1)CC(C)C)NC(=N2)CN2C(C(=CC=C2C(F)(F)F)C2=C(C(=O)N)C=CC=C2)=O